FC=1C=C(C=C(C1)C=1C=NN(C1)C=1C=NC=CC1)CN (3-Fluoro-5-(1-(pyridin-3-yl)-1H-pyrazol-4-yl)phenyl)methanamine